4-hydroxytetrahydrofuran-2-acetic acid tert-butyl ester C(C)(C)(C)OC(CC1OCC(C1)O)=O